(E)-3-[3-[(E)-3-Oxo-3-phenylprop-1-enyl]phenyl]prop-2-enoic acid O=C(/C=C/C=1C=C(C=CC1)/C=C/C(=O)O)C1=CC=CC=C1